(Z)-8-((3-(4-amino-N'-hydroxy-1,2,5-oxadiazole-3-carboximidamido)propyl)(8-oxo-8-(undecan-3-yloxy)octyl)amino)octanoate NC=1C(=NON1)/C(/NCCCN(CCCCCCCC(=O)[O-])CCCCCCCC(OC(CC)CCCCCCCC)=O)=N/O